(((1R,3R)-3-((2-(3-cyanopyrrolo[1,2-b]pyridazin-7-yl)-5-(1-((R)-2-fluoro-3-hydroxy-3-methylbutyl)-5-iodo-1H-1,2,3-triazol-4-yl) pyridin-4-yl) amino) cyclobutyl) methyl) carbamate C(N)(OCC1CC(C1)NC1=CC(=NC=C1C=1N=NN(C1I)C[C@H](C(C)(C)O)F)C1=CC=C2N1N=CC(=C2)C#N)=O